3-(2-(benzyloxy)ethyl)-3-methyl-2,3-dihydrobenzo[2,1-b:3,4-c']difuran-6(8H)-one C(C1=CC=CC=C1)OCCC1(C2=C(OC1)C=1COC(C1C=C2)=O)C